ClC1=CC=C(C=C1)C1CCC(CC1)C1=C(C(C2=CC=CC=C2C1=O)=O)OCCCCCCCCCCCCCC(=O)OCC ethyl 14-((3-((1r,4r)-4-(4-chlorophenyl)cyclohexyl)-1,4-dioxo-1,4-dihydronaphthalen-2-yl)oxy)tetradecanoate